triglycerol tetradecanoate C(CCCCCCCCCCCCC)(=O)O.OCC(O)CO.OCC(O)CO.OCC(O)CO